C=C[C@H](CC)S(=O)(=O)N (S)-PENT-1-ENE-3-SULFONAMIDE